C(C)(=O)N1CCC(CC1)[C@@H](C(=O)N1[C@@H](C[C@H](C1)O)C(=O)NC)N1N=NC(=C1)C1CC1 (2S,4R)-1-((S)-2-(1-acetylpiperidin-4-yl)-2-(4-cyclopropyl-1H-1,2,3-triazol-1-yl)acetyl)-4-hydroxy-N-methylpyrrolidine-2-carboxamide